C(C)OCOC=1C2=CC=CC=C2C(=C2C=CC=CC12)OCOCC 9,10-diethoxymethyl-oxyanthracene